2-[cyano-(2,6-difluoro-4-pyridyl)amino]-5-methyl-N-pentyl-thiazole-4-carboxamide C(#N)N(C=1SC(=C(N1)C(=O)NCCCCC)C)C1=CC(=NC(=C1)F)F